COC(=O)C1NCCC1 methylpyrrolidine-2-carboxylate